ClC1=CC=C(C=C1)C1=N[C@H](C=2N(C3=C1C=C(C=C3)OCCOCCNC(C3=CC(=C(C=C3)O)O)=O)C(=NN2)C)CC(=O)NCC N-(2-(2-(((4S)-6-(4-chlorophenyl)-4-(2-(ethylamino)-2-oxoethyl)-1-methyl-4H-benzo[f][1,2,4]triazolo[4,3-a][1,4]diazepin-8-yl)oxy)ethoxy)ethyl)-3,4-dihydroxybenzamide